CC1=NC=CC(=N1)N1CC2=C(CC1)N=C(S2)N 4,5,6,7-tetrahydro-5-(2-methyl-4-pyrimidinyl)-thiazolo[5,4-c]pyridin-2-amine